N1C=CN2C1=CC=CC=C2 1H-imidazo[1,2-a]azepine